7-cyano-4-((cyclopropylmethyl)amino)-N-(3-hydroxy-3-methylbutyl)-5H-pyrido[3,2-b]indole-3-carboxamide C(#N)C=1C=CC=2C3=C(NC2C1)C(=C(C=N3)C(=O)NCCC(C)(C)O)NCC3CC3